C(#N)C1=CC=C(C=C1)C1=CC=C(C=C1)OCC1(CN(CC1)C(C1=CC=C(C=C1)OC)=O)C(=O)NCC(F)(F)F 3-(((4'-cyano-[1,1'-biphenyl]-4-yl)oxy)methyl)-1-(4-methoxybenzoyl)-N-(2,2,2-trifluoroethyl)pyrrolidine-3-carboxamide